C1=CC=CC2=CC(=C(C(=C12)C(=O)O)C(=O)O)C(=O)O 6,7,8-naphthalenetricarboxylic acid